C1(CC1)/C=C/C(=O)O (E)-3-CYCLOPROPYLACRYLIC ACID